FC1=C(N=C2N(C1=O)C[C@](N2CC2=NOC(=N2)C)(C(F)(F)F)C)N2[C@@H](COCC2)C (S)-6-Fluoro-2-methyl-7-((R)-3-methyl-morpholin-4-yl)-1-(5-methyl-[1,2,4]oxadiazol-3-yl-methyl)-2-trifluoromethyl-2,3-dihydro-1H-imidazo[1,2-a]-pyrimidin-5-one